FC1=C(C(=O)O)C=C(C=C1)OC=1C(=C2C=CNC2=CC1F)SC 2-fluoro-5-((6-fluoro-4-(methylthio)-1H-indol-5-yl)oxy)benzoic acid